C1(CC1)COC1=CC(=NC2=CC(=CC=C12)C(=O)N[C@H](CO)C)C1=CC=C(C=C1)C(F)(F)F (S)-4-(Cyclopropylmethoxy)-N-(1-hydroxypropan-2-yl)-2-(4-(trifluoromethyl)phenyl)quinoline-7-carboxamide